COC1=C(C=CC=C1)S(=O)(C)=NC1=C(C=CC=C1)C#CC=1C=CC(=NC1)C(=O)O 5-[2-(2-{[(2-methoxyphenyl)(methyl)oxo-λ6-sulfanylidene]-amino}phenyl)ethynyl]pyridine-2-carboxylic acid